O([C@H]1[C@H](O)[C@@H](O)[C@H](O)[C@H](O1)CO)C1=CC=C(C=C1)[N+](=O)[O-] p-nitrophenyl β-glucopyranoside